N-[[6-[2-(2-hydroxy-2-methyl-propoxy)acetyl]-6-azaspiro[2.5]octan-2-yl]methyl]-1,3-dihydropyrrolo[3,4-c]pyridine-2-carboxamide OC(COCC(=O)N1CCC2(C(C2)CNC(=O)N2CC=3C=NC=CC3C2)CC1)(C)C